(1S,2S)-2-(4-(4-(1-(pent-3-yl)-1H-pyrazol-4-yl)pyrazolo[1,5-a]pyrazin-6-yl)-1H-pyrazol-1-yl)cyclopentanol CCC(CC)N1N=CC(=C1)C=1C=2N(C=C(N1)C=1C=NN(C1)[C@@H]1[C@H](CCC1)O)N=CC2